5-(phenylthio)pentylacrylic acid C1(=CC=CC=C1)SCCCCCC(C(=O)O)=C